N-(4-(2-chlorophenyl)thiazol-2-yl)-5-(3-hydroxypiperidin-1-yl)picolinamide ClC1=C(C=CC=C1)C=1N=C(SC1)NC(C1=NC=C(C=C1)N1CC(CCC1)O)=O